COC=1C=C(C=CC1)P(C1=CC(=CC=C1)OC)C1=CC(=CC=C1)OC tri(m-methoxyphenyl)phosphine